2-bromo-N-(2-methylphenyl)acetamide CC1=CC=CC=C1NC(=O)CBr